3-(8,11-pentadecadienyl)phenol C(CCCCCCC=CCC=CCCC)C=1C=C(C=CC1)O